1-((2-fluoro-4-(trifluoromethyl)phenyl)sulfonyl)-3-(hydroxymethyl)pyrrolidine FC1=C(C=CC(=C1)C(F)(F)F)S(=O)(=O)N1CC(CC1)CO